CCCCC/C=C\C/C=C\C/C=C\C=C\[C@H](CCCC(=O)O)O 5-hydroxyeicosatetraenoic acid